2-iodo-3,4-dimethyl-1-nitrobenzene IC1=C(C=CC(=C1C)C)[N+](=O)[O-]